C1(=CC=CC=C1)NC(OCC(NCCOC(NC1=CC=CC=C1)=O)=O)=O 2-OXO-2-({2-[(phenylcarbamoyl)oxy]ethyl} amino)ethyl phenylcarbamate